C(C)(C)C1CC(C1)C(=O)N 3-isopropylcyclobutane-1-carboxamide